FC=1C=C(C=CC1F)C=1N=C(SC1C1=NC=CC=C1)N 4-(3,4-difluorophenyl)-5-(pyridine-2-yl)thiazol-2-amine